(6S,7S)-6-fluoro-7-(2-fluoro-5-((tetrahydro-2H-pyran-4-yl)oxy)phenyl)-3-(tetrahydro-2H-pyran-4-yl)-5,6,7,8-tetrahydropyrido[2,3-d]pyrimidine-2,4(1H,3H)-dione F[C@H]1CC2=C(NC(N(C2=O)C2CCOCC2)=O)N[C@H]1C1=C(C=CC(=C1)OC1CCOCC1)F